(S or R)-N-(2,4-dimethoxybenzyl)-2-(2-(1-isopropyl-4,5,6,7-tetrahydro-1H-benzo[d][1,2,3]triazol-5-yl)ethyl)-7-methoxy-[1,2,4]triazolo[1,5-c]quinazolin-5-amine COC1=C(CNC2=NC=3C(=CC=CC3C=3N2N=C(N3)CC[C@H]3CC2=C(N(N=N2)C(C)C)CC3)OC)C=CC(=C1)OC |o1:21|